ClC1=C(C=CC(=C1)Cl)N1N=C(C=C1)OC\C=C(/C(/CNC)=N\OC)\C (Z,2E)-5-[1-(2,4-dichlorophenyl)pyrazol-3-yl]oxy-2-methoxyimino-N,3-dimethyl-pent-3-enamine